N(N)C1=CC=C(C2=NON=C21)[N+](=O)[O-] 4-hydrazino-7-nitro-2,1,3-benzoxadiazole